N1(CC=CC1)C(=O)[O-] 3-pyrroline-1-formate